C(C)C(C(CO)C)CCO 3-ethyl-2-methylpentane-1,5-diol